C(=O)=C(C(=O)O)CCP(=O)(OCO)O 2-carbonyl-4-(hydroxymethyl-phosphono)butyric acid